3-(4-Aminoimidazo[2,1-f][1,2,4]triazin-7-yl)-N-[cis-3-(hydroxymethyl)cyclobutyl]-4-methylbenzenesulfonamide NC1=NC=NN2C1=NC=C2C=2C=C(C=CC2C)S(=O)(=O)N[C@@H]2C[C@@H](C2)CO